FC(C(=O)O)(F)F.NC1(CN(C1)C=1SC(=C(N1)C)C(=O)C1=CC=C(C=C1)N1N=CN(C1=O)CC1=C(C=CC=C1F)F)C 2-(4-(2-(3-amino-3-methylazetidin-1-yl)-4-methylthiazole-5-carbonyl)phenyl)-4-(2,6-difluorobenzyl)-2,4-dihydro-3H-1,2,4-triazol-3-one trifluoroacetate